methyl 2-[tert-butoxycarbonyl(methyl)amino]-5-hydroxy-pyridine-3-carboxylate C(C)(C)(C)OC(=O)N(C1=NC=C(C=C1C(=O)OC)O)C